BrC1=CC(=C(CNC(OCC2=CC=CC=C2)=O)C=C1)C benzyl (4-bromo-2-methylbenzyl)carbamate